N-cyclohexyl-6-[(2R,4S)-4-fluoro-2-[5-fluoro-2-(methylsulfanyl)phenyl]pyrrolidin-1-yl]imidazo[1,2-b]pyridazine-3-carboxamide C1(CCCCC1)NC(=O)C1=CN=C2N1N=C(C=C2)N2[C@H](C[C@@H](C2)F)C2=C(C=CC(=C2)F)SC